methyl 4-hydroxy-2,3-dihydrobenzofuran-6-carboxylate OC1=CC(=CC2=C1CCO2)C(=O)OC